C1(CC1)C=1C=NN2C1N=C(C=C2)C2=CNC=1N=C(N=CC12)N[C@H](C(F)(F)F)C (S)-5-(3-cyclopropylpyrazolo[1,5-a]pyrimidin-5-yl)-N-(1,1,1-trifluoropropan-2-yl)-7H-pyrrolo[2,3-d]pyrimidin-2-amine